C(C)(=O)OC[C@H]1O[C@H]([C@@H]([C@H]([C@@H]1OC(C)=O)OC(C)=O)OC(C)=O)OC1=C(C=C(C=C1)COC(=O)OC1=CC=C(C=C1)[N+](=O)[O-])C(NCCNC(COC1C#CCCCCC1)=O)=O [(2R,3R,4S,5R,6S)-3,4,5-Tris(acetyloxy)-6-[2-({2-[2-(cyclooct-2-yn-1-yloxy)acetamido]ethyl}carbamoyl)-4-{[(4-nitrophenoxycarbonyl)oxy]methyl}phenoxy]oxan-2-yl]methyl acetate